(S)-(2,7-dimethyl-3-(3,4,5-trifluorophenyl)-2,4,5,7-tetrahydro-6H-pyrazolo[3,4-c]pyridin-6-yl)(isoquinolin-1-yl)methanone CN1N=C2[C@@H](N(CCC2=C1C1=CC(=C(C(=C1)F)F)F)C(=O)C1=NC=CC2=CC=CC=C12)C